C(CCCCCCCCCCC)N(CCCNC1=NC(=NC(=N1)NCCCN(CCCCCCCCCCCC)CCCCCCCCCCCC)NCCCN(CCCCCCCCCCCC)CCCCCCCCCCCC)CCCCCCCCCCCC N2,N4,N6-tris(3-(didodecylamino)propyl)-1,3,5-triazine-2,4,6-triamine